7-((12-aminododecyl)oxy)-2H-chromen-2-one NCCCCCCCCCCCCOC1=CC=C2C=CC(OC2=C1)=O